N-(4-(4-morpholino-7H-pyrrolo[2,3-d]pyrimidin-6-yl)phenyl)-4-(piperidin-4-yloxy)picolinamide O1CCN(CC1)C=1C2=C(N=CN1)NC(=C2)C2=CC=C(C=C2)NC(C2=NC=CC(=C2)OC2CCNCC2)=O